N-(2-bromo-5-fluoropyridin-3-yl)acetamide BrC1=NC=C(C=C1NC(C)=O)F